(4-aminopiperidin-1-yl)(4-(4-(benzo[d]thiazol-5-ylamino)quinolin-7-yl)phenyl)methanone NC1CCN(CC1)C(=O)C1=CC=C(C=C1)C1=CC=C2C(=CC=NC2=C1)NC=1C=CC2=C(N=CS2)C1